COC=1C=C(OC2=C(C=CC=C2)NC(CNC(CC2=CC=CC3=CC=CC=C23)=O)=O)C=CC1 N-(2-(3-methoxyphenoxy)phenyl)-2-(2-(naphthalen-1-yl)acetamido)acetamide